C(CC)NC(O[C@@H]1C[C@@H](CC1)C1=CC(=NN1)NC1=CC=C2C(=N1)CC[C@@H]2N(C)C)=O (1S,3R)-3-(3-{[(5S)-5-(dimethylamino)-6,7-dihydro-5H-cyclopenta[b]pyridin-2-yl]amino}-1H-pyrazol-5-yl)cyclopentyl propylcarbamate